3-methyl-dotriacontane CC(CC)CCCCCCCCCCCCCCCCCCCCCCCCCCCCC